N[C@@H](CO)C(=O)O ANTI-SERIN